((2,3-dichloro-4-((5-cyclopropyl-3-(2,6-dichlorophenyl) isoxazol-4-yl) methoxy) phenyl) ethynyl) benzoate C(C1=CC=CC=C1)(=O)OC#CC1=C(C(=C(C=C1)OCC=1C(=NOC1C1CC1)C1=C(C=CC=C1Cl)Cl)Cl)Cl